ClC1=CC2=C(N=N1)N(C=C2C2CC2)COCC[Si](C)(C)C 3-chloro-5-cyclopropyl-7-((2-(trimethylsilyl)ethoxy)methyl)-7H-pyrrolo[2,3-c]pyridazine